3-(2,3-Dihydroxypropyl)-1-methylimidazoline-2,4-dione OC(CN1C(N(CC1=O)C)=O)CO